2-(1-(7-methoxy-6-(2-((tetrahydro-2H-pyran-2-yl)oxy)ethoxy)quinolin-4-yl)piperidin-4-yl)propionitrile COC1=C(C=C2C(=CC=NC2=C1)N1CCC(CC1)C(C#N)C)OCCOC1OCCCC1